4-(oxetan-3-yloxy)pyridine-3-carboxamide O1CC(C1)OC1=C(C=NC=C1)C(=O)N